CC=1C(=NC=C(C1)NC(C(=O)N1[C@@H](CC[C@H](C1)C)C1=CC(=CC=C1)S(N)(=O)=O)=O)NC(OC(C)(C)C)=O tert-Butyl N-[3-methyl-5-[[2-[(2S,5R)-5-methyl-2-(3-sulfamoylphenyl)-1-piperidyl]-2-oxo-acetyl]amino]-2-pyridyl]carbamate